O=C1N(C=CC=C1)CC1=CC=C(CC=2NC(=NN2)C(=O)OCC)C=C1 Ethyl 5-(4-((2-oxopyridin-1(2H)-yl)methyl)benzyl)-4H-1,2,4-triazole-3-carboxylate